C(=O)(O)CCS(=O)(=O)O 2-carboxy-1-ethanesulfonic acid